OC1C[C@H](NC1)C(=O)N[C@@H](CO)C1=CC=C(C=C1)N1N=CC=C1 4-hydroxy-N-{(1R)-2-hydroxy-1-[4-(1H-pyrazol-1-yl)phenyl]ethyl}-L-prolinamide